1,4-bis(bromomethyl)-2-chlorobenzene BrCC1=C(C=C(C=C1)CBr)Cl